Dimethylsilanediyl-zirconium dichloride [Cl-].[Cl-].C[Zr+2](=[SiH2])C